C(C=C)(=O)N1[C@H](CN(CC1)C1=NC(=NC2=C(C(=C(C=C12)F)C1=CN=CC2=CC=CC(=C12)Cl)F)OCC12CCCN2CCC1)CC#N 2-((2S)-1-acryloyl-4-(7-(5-chloroisoquinolin-4-yl)-6,8-difluoro-2-((tetrahydro-1H-pyrrolizin-7a(5H)-yl)methoxy)quinazolin-4-yl)piperazin-2-yl)acetonitrile